N1N=NC2=C1C=CC=C2OCC(CNCCOC2=C(C=CC=C2)OC)O (benztriazol-4-yloxy)3-[2-(2-methoxyphenoxy)ethylamino]-2-propanol